COCCC1=NOC(=N1)C1=NC=C(C=C1N)S(=O)(=O)C1=CC=C(C=C1)OC(F)(F)F 2-[3-(2-methoxyethyl)-1,2,4-oxadiazol-5-yl]-5-[4-(trifluoromethoxy)benzene-1-sulfonyl]pyridin-3-amine